1-(5-fluoro-1-oxo-pyridin-1-ium-3-yl)cyclopropanecarbonitrile FC=1C=C(C[N+](C1)=O)C1(CC1)C#N